C(C)[N+](CC)(CC)CCO N,N,N-triethyl-2-hydroxyethylammonium